C(C)(C)(C)OC(NC1CC(C1)OCC)=O N-(3-ethoxycyclobutyl)carbamic acid tert-butyl ester